C(C)(=O)OC=1C(=NC=CC1OC)C(=O)N[C@H](C(=O)O[C@H](C(C(C)C)C1=C(C=C(C=C1)F)C)C)C [(1S)-2-(4-fluoro-2-methyl-phenyl)-1,3-dimethyl-butyl] (2S)-2-[(3-acetoxy-4-methoxy-pyridine-2-carbonyl)amino]propanoate